tert-butyl-[[5-(difluoromethyl)isoxazol-3-yl]methoxy]-dimethyl-silane C(C)(C)(C)[Si](C)(C)OCC1=NOC(=C1)C(F)F